C1(=CC=CC=C1)C1=C[C@@H]2CC3=CC(N([C@]13C=C2)[C@@H](C)C2=CC=CC=C2)=O (5R,7aS)-7-Phenyl-1-[(S)-1-phenylethyl]-4,5-dihydro-5,7a-ethenoindol-2(1H)-one